6-[2-(2-chloro-6-fluorophenyl)ethyl]-4-hydroxy-pyridazin-3(2H)-one ClC1=C(C(=CC=C1)F)CCC=1C=C(C(NN1)=O)O